C(C1=CC=CC=C1)OC(=O)N1CC(C1)O[C@@H]1[C@@H](CN(CC1)C(=O)OC(C)(C)C)F Tert-butyl (3R,4S)-4-(1-benzyloxycarbonylazetidin-3-yl)oxy-3-fluoro-piperidine-1-carboxylate